[4-[(6-morpholino-3-pyridyl)amino]pyrimidin-2-yl]methanol O1CCN(CC1)C1=CC=C(C=N1)NC1=NC(=NC=C1)CO